2-vinylpyridine-4-carbaldehyde C(=C)C1=NC=CC(=C1)C=O